1-(dimethylamino)-6-methylheptan CN(CCCCCC(C)C)C